BrC1=C(C=CC=C1C)O 2-bromo-3-methyl-phenol